FCCOC=1C=C(C=CC1)[C@@H](C1CCNCC1)C1=CC=CC=C1 |o1:10| (S or R)-4-((3-(2-Fluoroethoxy)phenyl)(phenyl)methyl)piperidine